4-[3-(3-Aminobenzamido)-4-methylbenzamido]naphthalene-1,5-disulphonate NC=1C=C(C(=O)NC=2C=C(C(=O)NC3=CC=C(C=4C=CC=C(C34)S(=O)(=O)[O-])S(=O)(=O)[O-])C=CC2C)C=CC1